BrC=1C=C2C(=CC1)C(N(C[C@]21[C@H](C1)F)CC(=O)NC1=NC=C(C=N1)C#N)=O 2-[(2's,4r)-6-bromo-2'-fluoro-1-oxospiro[3H-isoquinoline-4,1'-cyclopropane]-2-yl]-N-(5-cyanopyrimidin-2-yl)acetamide